1-((4-bromophenyl)(4-methylpiperidin-1-yl)methyl)-2-naphthol BrC1=CC=C(C=C1)C(C1=C(C=CC2=CC=CC=C12)O)N1CCC(CC1)C